O1CCC(CC1)SCC1=NC2=CC=CC=C2C(N1)=O 2-(((tetrahydro-2H-pyran-4-yl)thio)methyl)quinazolin-4(3H)-one